7-((6-((dimethylamino)methyl)-5-(tetrahydro-2H-pyran-4-yl)pyridin-2-yl)amino)-4-(7-fluoroimidazo[1,2-a]pyridin-3-yl)-1-oxoisoindoline-2-carboxylic acid tert-butyl ester C(C)(C)(C)OC(=O)N1C(C2=C(C=CC(=C2C1)C1=CN=C2N1C=CC(=C2)F)NC2=NC(=C(C=C2)C2CCOCC2)CN(C)C)=O